FC1=C(C(=CC=C1)F)C1C2C3(CCCCOC3SC2NCCN1)O 3-(2,6-difluorophenyl)-11-oxa-9-thia-4,7-diazatricyclo[8.5.0.02,8]pentadecanol